C(C)(C)(C)OC(=O)N1CC2(C1)C[C@](CC2)(C2=C(C(=CC=C2)C(F)(F)F)C)O.C(=O)(O)C2=C(C=CC=C2)S(=O)(=O)N |r| ortho-carboxyl-benzenesulfonamide (rac)-tert-Butyl-6-hydroxy-6-(2-methyl-3-(trifluoromethyl)phenyl)-2-azaspiro[3.4]octane-2-carboxylate